(3S,5S,8R,9S,10S,13S,14S,16R,17S)-3-ethyl-l-7-((2R,5S)-5-hydroxy-6-methylheptan-2-yl)-10,13,16-trimethylhexadecahydro-1H-cyclopenta[a]phenanthren-3-ol C(C)[C@@]1(CC[C@@]2([C@H]3CC[C@]4(C[C@@H](C[C@H]4[C@H]3C(C[C@H]2C1)[C@H](C)CC[C@@H](C(C)C)O)C)C)C)O